C(C)N1N=CC(=C1)C=1C(=NC=2N(C1)N=CC2C=2C=C(C(=O)NC)C=C(C2F)F)N[C@@H]2COCC2 (S)-3-(6-(1-Ethyl-1H-pyrazol-4-yl)-5-((tetrahydrofuran-3-yl)amino)pyrazolo[1,5-a]pyrimidin-3-yl)-4,5-difluoro-N-methylbenzamide